C(C)(C)C1N2C(C=3C4=C(C(=CC3C1)OCCCOC)OC(C4)(C)C)=CC(C(=C2)C(=O)O)=O 7-isopropyl-4-(3-methoxypropoxy)-2,2-dimethyl-11-oxo-2,6,7,11-tetrahydro-1H-furo[2,3-H]pyrido[2,1-a]isoquinoline-10-carboxylic acid